C(C1=CC=CC=C1)ON1C(C(CC1=O)(CC)C)=O 1-(benzyloxy)-3-methyl-3-ethylpyrrolidine-2,5-dione